2,4,2'-trichlorobenzophenone ClC1=C(C(=O)C2=C(C=CC=C2)Cl)C=CC(=C1)Cl